5-(7-methyl-2-oxo-2,3-dihydro-1H-benzo[d]imidazol-1-yl)picolinic acid methyl ester COC(C1=NC=C(C=C1)N1C(NC2=C1C(=CC=C2)C)=O)=O